CC(CCNC(NC=1C(=CC(=C(C1)NC1=CC2=C(N=C(N=C2)N(C(OC(C)(C)C)=O)C)N2C1=NCC2)C)F)=O)(C)C tert-butyl (6-((5-(3-(3,3-dimethylbutyl)ureido)-4-fluoro-2-methylphenyl)amino)-8,9-dihydroimidazo[1',2':1,6]pyrido[2,3-d]pyrimidin-2-yl)(methyl)carbamate